C(C)(C)N(P([O-])[O-])C(C)C N,N-diisopropylphosphoroamidite